N-(azetidin-3-yl)-4-(5-(3-((5-cyano-4-(4-fluorophenyl)thiazol-2-yl)(methyl)amino)-2-ethylimidazo[1,2-a]pyridin-6-yl)pyridin-2-yl)piperazine-1-carboxamide hydrochloride Cl.N1CC(C1)NC(=O)N1CCN(CC1)C1=NC=C(C=C1)C=1C=CC=2N(C1)C(=C(N2)CC)N(C)C=2SC(=C(N2)C2=CC=C(C=C2)F)C#N